2-(3-bromopropyloxy)acetic acid BrCCCOCC(=O)O